BrC1=CC=C(C2=C1CCO2)C#N 4-bromo-2,3-dihydrobenzofuran-7-carbonitrile